BrC=1C(=C2C(=NC1OC)C=1CN(CCC1N2)C(CO)=O)Cl 1-(3-bromo-4-chloro-2-methoxy-5,6,7,9-tetrahydro-8H-pyrrolo[3,2-b:4,5-c']dipyridin-8-yl)-2-hydroxyethan-1-one